8-methyl-7-(3-(2-phenylmorpholino)-7,8-dihydro-1,6-naphthyridin-6(5H)-yl)-4H-pyrimido[1,2-b]pyridazin-4-one CC1=CC=2N(N=C1N1CC=3C=C(C=NC3CC1)N1CC(OCC1)C1=CC=CC=C1)C(C=CN2)=O